C(C)(C)(C)OC(=O)N1[C@@H](C[C@@]2(OCCC3=C2SC(=C3)Br)CC1)C=1N=NN(C1)C (2S,4S)-2'-bromo-2-(1-methyl-1H-1,2,3-triazol-4-yl)-4',5'-dihydrospiro[piperidine-4,7'-thieno[2,3-c]pyran]-1-carboxylic acid tert-butyl ester